C1=C2C=CC=C3C4=C5C(CC=6C=CC=C(C(C=C1)=C23)C64)=C6C=CC=CC6=C5 Indenoperylen